Methyl N-allyl-N-(2-((S)-1-(2,3-difluorobenzyl)-5-oxopyrrolidin-2-yl)acetyl)-L-valinate C(C=C)N([C@@H](C(C)C)C(=O)OC)C(C[C@H]1N(C(CC1)=O)CC1=C(C(=CC=C1)F)F)=O